O-phenyl-hydroxyamine C1(=CC=CC=C1)ON